Cl.C1(=CC=CC=C1)C1COC2=C(O1)C=CC=C2C2CCNCC2 4-(2-phenyl-2,3-dihydrobenzo[b][1,4]dioxin-5-yl)piperidine hydrochloride